methyl 7-[2-fluoro-4-(2-tetrahydropyran-4-yloxyethoxy)phenoxy]-1-methyl-indazole-5-carboxylate FC1=C(OC=2C=C(C=C3C=NN(C23)C)C(=O)OC)C=CC(=C1)OCCOC1CCOCC1